3-(benzoyloxy)-2-hydroxypropyl-beta-D-glucopyranose C(C1=CC=CC=C1)(=O)OCC(C[C@]1(O)[C@H](O)[C@@H](O)[C@H](O)[C@H](O1)CO)O